[Mn].[Ti].[Na] sodium-titanium-manganese